COC1=NC=CC=C1C1=CCC(CCN1C=O)(C)C 7-(2-methoxy-3-pyridinyl)-4,4-dimethyl-3,5-dihydro-2H-azepine-1-carbaldehyde